BrC1=CN(C2=CC=C(C(=C12)F)F)COCC[Si](C)(C)C 3-bromo-4,5-difluoro-1-((2-(trimethylsilyl)ethoxy)methyl)-1H-indole